N-(2-ethyl-2H-tetrazol-5-yl)-2-iodobenzamide C(C)N1N=C(N=N1)NC(C1=C(C=CC=C1)I)=O